3-(Aminocarbonyl)-β-(3-cyclohexylpropyl)-N-hydroxy-1,2,4-oxadiazole-5-propanamide NC(=O)C1=NOC(=N1)C(CC(=O)NO)CCCC1CCCCC1